2-hydroxy-1-(3-(4-(4-(1-(pentan-3-yl)-1H-pyrazol-4-yl)pyrazolo[1,5-a]pyrazin-6-yl)-1H-pyrazol-1-yl)azetidin-1-yl)ethanone OCC(=O)N1CC(C1)N1N=CC(=C1)C=1N=C(C=2N(C1)N=CC2)C=2C=NN(C2)C(CC)CC